N-methyl-4-({4-[({6-methyl-4-[methyl(methylsulfonyl)amino]pyridin-3-yl}methyl)amino]-5-(trifluoromethyl)pyrimidin-2-yl}amino)benzamide CNC(C1=CC=C(C=C1)NC1=NC=C(C(=N1)NCC=1C=NC(=CC1N(S(=O)(=O)C)C)C)C(F)(F)F)=O